2-(2,5-difluorobenzyl)-7-methoxypyrazolo[1,5-c]quinazolin-5-amine FC1=C(CC2=NN3C(=NC=4C(=CC=CC4C3=C2)OC)N)C=C(C=C1)F